COC(C(=O)NC1=CC(=C(C=C1)OC)Br)=O 2-((3-bromo-4-methoxyphenyl)amino)-2-oxoacetic acid methyl ester